C1(CC1)C=1N=CC(=NC1)C(C(=O)N)(C)N1C[C@@H](C(CC1)(F)F)C1=CNC(C=C1)=O (5-cyclopropylpyrazin-2-yl)-2-((s)-4,4-difluoro-3-(6-oxo-1,6-dihydropyridin-3-yl)piperidin-1-yl)propanamide